(S)-1-(1-(2-Chloro-6-fluoro-3-methoxyphenoxy)-8-((1,1,1-trifluoropropan-2-yl)oxy)isoquinolin-6-yl)-4-ethyl-3-(hydroxymethyl)-1H-1,2,4-triazol ClC1=C(OC2=NC=CC3=CC(=CC(=C23)O[C@H](C(F)(F)F)C)N2N=C(N(C2)CC)CO)C(=CC=C1OC)F